N,N'-dioctadecyl-terephthalamide C(CCCCCCCCCCCCCCCCC)NC(C1=CC=C(C(=O)NCCCCCCCCCCCCCCCCCC)C=C1)=O